5-(azetidin-3-yl(methyl)amino)-N,6-dimethylpicolinamide N1CC(C1)N(C=1C=CC(=NC1C)C(=O)NC)C